(2S)-2-({5-[(1S)-1-[(5-chloro-2-methylpyridin-3-yl)amino]ethyl]thiophen-2-yl}formamido)-3-cyclopentyl-N-[(1s,3s)-3-fluorocyclobutyl]propanamide ClC=1C=C(C(=NC1)C)N[C@@H](C)C1=CC=C(S1)C(=O)N[C@H](C(=O)NC1CC(C1)F)CC1CCCC1